6-(2,6-Dichloro-4-(3,3-dimethyl-5-oxo-1,2,4-triazolan-1-yl)phenoxy)-4-isopropyl-pyridazin-3(2H)-one ClC1=C(OC=2C=C(C(NN2)=O)C(C)C)C(=CC(=C1)N1NC(NC1=O)(C)C)Cl